CN1CCC(CC1)NC(=O)C=1C=C2C(=CC=NC2=CN1)OC1=CC=C(C=C1)NC(=O)C=1C(N(C=CC1)C1=CC=CC=C1)=O N-(1-methyl-4-piperidyl)-4-[4-[(2-oxo-1-phenyl-pyridine-3-carbonyl)amino]phenoxy]-1,7-naphthyridine-6-carboxamide